1-bromoacetyl-3,3-dinitroazetidine C1C(CN1C(=O)CBr)([N+](=O)[O-])[N+](=O)[O-]